FC=1C=C(C=CC1)C1=CC(=C(C=C1)OC)NC1=NC=NC2=CC(=C(C=C12)OC1CN(C1)C(C=C)=O)OC 1-(3-((4-((3'-fluoro-4-methoxy-[1,1'-biphenyl]-3-yl)amino)-7-methoxy-quinazolin-6-yl)oxy)azetidin-1-yl)prop-2-en-1-one